(3R)-3-amino-5-[(4-chlorophenyl)methyl]-8-fluoro-1,1-dioxo-7-[5-(1,2,2,2-tetrafluoro-1-methoxy-ethyl)-1,2,4-oxadiazol-3-yl]-2,3-dihydro-1λ6,5-benzothiazepin-4-one N[C@H]1CS(C2=C(N(C1=O)CC1=CC=C(C=C1)Cl)C=C(C(=C2)F)C2=NOC(=N2)C(C(F)(F)F)(OC)F)(=O)=O